(R)-2-(1-((2-(3,5-dichlorophenyl)-6-((6-(4-(2-hydroxypropyl)piperazin-1-yl)pyridin-3-yl)oxy)pyridin-4-yl)methyl)piperidin-4-yl)acetic acid ClC=1C=C(C=C(C1)Cl)C1=NC(=CC(=C1)CN1CCC(CC1)CC(=O)O)OC=1C=NC(=CC1)N1CCN(CC1)C[C@@H](C)O